FC=1C=C(OCC(=O)O)C=C(C1[C@H]1N([C@@H](CC2=C1NC1=CC=CC=C21)C)CC(C)(C)F)F 2-(3,5-difluoro-4-((1r,3r)-2-(2-fluoro-2-methylpropyl)-3-methyl-2,3,4,9-tetrahydro-1H-pyrido[3,4-b]indol-1-yl)phenoxy)acetic acid